methyl 6-cyclopropyl-5-(hydroxymethyl)pyridine-2-carboxylate C1(CC1)C1=C(C=CC(=N1)C(=O)OC)CO